phosphine dysprosium [Dy].P